(S)-3-bromo-2-((8-fluoro-5-(2-methylazetidin-1-yl)-2-(methylthio)pyrido[4,3-d]pyrimidin-7-yl)oxy)benzaldehyde BrC=1C(=C(C=O)C=CC1)OC1=C(C=2N=C(N=CC2C(=N1)N1[C@H](CC1)C)SC)F